titanium tetrakis(diethylamide) C(C)[N-]CC.C(C)[N-]CC.C(C)[N-]CC.C(C)[N-]CC.[Ti+4]